C(C(C)C)N(C(=O)C=1C(NC=CC1)=O)C1=CC(=CC=C1)N(CC=1N=CN(C1)COCC[Si](C)(C)C)C N-isobutyl-N-[3-[methyl-[[1-(2-trimethylsilylethoxymethyl)imidazol-4-yl]methyl]amino]phenyl]-2-oxo-1H-pyridine-3-carboxamide